1-(4-fluorophenyl)-3-[(3S*,4R*)-4-(4-methoxyphenyl)-1-methyl-2-oxopyrrolidin-3-yl]urea FC1=CC=C(C=C1)NC(=O)N[C@@H]1C(N(C[C@H]1C1=CC=C(C=C1)OC)C)=O |o1:11,15|